CC=1C(=C(C=CC1)C1=CC=CC=C1)CO (3-Methyl-[1,1'-biphenyl]-2-yl)methanol